2-[[5,7-bis(trifluoromethyl)-1,2-benzoxazol-3-yl]amino]butanamide FC(C=1C=C(C2=C(C(=NO2)NC(C(=O)N)CC)C1)C(F)(F)F)(F)F